C(C1=CC=CC=C1)OC(=O)N1CC(C(CC1)=O)C(C(C)C)=O 3-Isobutyryl-4-oxopiperidine-1-carboxylic acid benzyl ester